C(C1=CC=CC=C1)OC(=O)N1CCC2(CC1)CCN(CC2)C2=CC=C1C3=C(NC1=C2)N=CN=C3Cl 9-(4-chloro-9H-pyrimido[4,5-b]indol-7-yl)-3,9-diazaspiro[5.5]undecane-3-carboxylic acid benzyl ester